2-(benzylthio)-5-chlorobenzonitrile C(C1=CC=CC=C1)SC1=C(C#N)C=C(C=C1)Cl